COC1=CC=C(CN2N=CC3=CC(=CC=C23)OC2=C(C=C(C=C2)[N+](=O)[O-])C)C=C1 1-(4-Methoxybenzyl)-5-(2-methyl-4-nitrophenoxy)-1H-indazole